(2-(2-ethoxy)-ethoxyethyl)-guanidine CCOCCOCCNC(=N)N